7-(4-bromo-3-chloro-benzoyl)-2-(4-methoxyphenyl)-3-oxo-N-(8-quinolylmethyl)-6,8-dihydro-5H-imidazo[1,5-a]pyrazine-1-carboxamide BrC1=C(C=C(C(=O)N2CC=3N(CC2)C(N(C3C(=O)NCC=3C=CC=C2C=CC=NC32)C3=CC=C(C=C3)OC)=O)C=C1)Cl